6-bromo-3-((5-(trifluoromethyl)-[1,1'-biphenyl]-2-yl)methyl)isobenzofuran-1(3H)-one BrC1=CC=C2C(OC(C2=C1)=O)CC1=C(C=C(C=C1)C(F)(F)F)C1=CC=CC=C1